FC=1C=C(C=CC1OCCN1CCCC1)N1N=C(N=C1N)N (3-fluoro-4-(2-(pyrrolidin-1-yl)ethoxy)phenyl)-1H-1,2,4-triazole-3,5-diamine